BrC=1C=C(C=CC1C)C(CC(C(=O)OC)C(CC1CC1)=O)=O methyl 4-(3-bromo-4-methylphenyl)-2-(2-cyclopropylacetyl)-4-oxobutanoate